2-(2,6-dioxo-3-piperidinyl)-1H-isoindol-1,3(2H)-dione O=C1NC(CCC1N1C(C2=CC=CC=C2C1=O)=O)=O